CN1CC(C1)(C)[C@@](C=1C=C(C=NC1)C#C[C@@](C)(O)C1=NN(C(=C1)C)C)(C1=CC=C(C=C1)C(C)C)O (R)-4-{5-[(R)-(1,3-dimethyl-azetidin-3-yl)-hydroxy-(4-isopropyl-phenyl)-methyl]-pyridin-3-yl}-2-(1,5-dimethyl-1H-pyrazol-3-yl)-but-3-yn-2-ol